(±)-1-(2-(2,6-dioxopiperidin-3-yl)-1,3-dioxoisoindolin-5-yl)piperidine-4-carboxaldehyde O=C1NC(CC[C@H]1N1C(C2=CC=C(C=C2C1=O)N1CCC(CC1)C=O)=O)=O |r|